N-tert-butyl-2-{[5,6-dimethyl-2-(4-{[(3R)-1-methylpyrrolidin-3-yl]oxy}pyridin-2-yl)thieno[2,3-d]pyrimidin-4-yl](methyl)amino}acetamide C(C)(C)(C)NC(CN(C)C=1C2=C(N=C(N1)C1=NC=CC(=C1)O[C@H]1CN(CC1)C)SC(=C2C)C)=O